3-(vinyloxycarbonyl-thio)-propyl-tris(trimethylsiloxy)silane C(=C)OC(=O)SCCC[Si](O[Si](C)(C)C)(O[Si](C)(C)C)O[Si](C)(C)C